CC1OCC2=CC(=C(C=C12)C#CC1=NC=CC=C1S(=O)(=O)NC1=NOC(=C1C)C)C 2-((3,6-Dimethyl-1,3-dihydroisobenzofuran-5-yl)ethynyl)-N-(4,5-dimethylisoxazol-3-yl)pyridine-3-sulfonamide